[1,2,5]Oxadiazole-5-carbohydrazide O1NC=CN1C(=O)NN